BrC1=C(C=C(N(C1=O)C1=C(C=CC=C1F)F)C=O)OCC1=C(C=C(C=C1)F)F 5-bromo-4-[(2,4-difluorobenzyl)oxy]-1-(2,6-difluorophenyl)-6-oxo-1,6-dihydropyridine-2-carbaldehyde